CC=1N(C(=CC1)C)C1=NNC(=C1)C(C)C 3-(2,5-dimethylpyrrol-1-yl)-5-isopropyl-1H-pyrazole